2,2-dimethylbuta-3-en-1-one CC(C=O)(C=C)C